ClC1=C(C=CC(=C1)S(=O)(=O)C)[C@@H]1COCCCN1 |r| (+-)-3-(2-chloro-4-(methylsulfonyl)phenyl)-1,4-oxazepan